O=NC1=NC(NC=C1)=O Oxocytosine